O=C1CC(CN1)C=1C(=NC=CC1)N1CCN(CC1)[C@H]1CC2(CN(C2)C(=O)OCC)CC1 ethyl (6R)-6-[4-[3-(5-oxopyrrolidin-3-yl)-2-pyridyl]piperazin-1-yl]-2-azaspiro[3.4]octane-2-carboxylate